C(C)C1=C(C(=C(C(C(=O)[O-])=C1)C(=O)[O-])CCCCCC)CC di-ethyl-hexyl-phthalate